N[C@@]1(CN(CCC1)C1=NC2=C(N1CC1=NC=C(C#N)C=C1)C=CC=C2)CO (S)-6-((2-(3-Amino-3-(hydroxymethyl)piperidin-1-yl)-1H-benzo[d]imidazol-1-yl)methyl)nicotinonitril